2-(cyclopropanesulfonylamino)-N-(5-(6-(trifluoromethyl)pyrazin-2-yl)pyridin-2-yl)-5,6-dihydro-4H-cyclopenta[d]thiazole-4-carboxamide C1(CC1)S(=O)(=O)NC=1SC2=C(N1)C(CC2)C(=O)NC2=NC=C(C=C2)C2=NC(=CN=C2)C(F)(F)F